C[Si](CCCN=C(CC(C)C)C)(OCC)OCC 3-methyldiethoxysilyl-N-(1,3-dimethylbutylidene)-propylamine